ClC=1C=C(C(=O)N2C3C=C(CC2CCC3)C3=C2C(=NC(=C3)NC(=O)C3CC3)NC=C2)C=CN1 N-(4-(9-(2-chloroisonicotinoyl)-9-azabicyclo[3.3.1]non-2-en-3-yl)-1H-pyrrolo[2,3-b]pyridin-6-yl)cyclopropylcarboxamide